BrC1=CC=C(C=C1)C1=NOC(=N1)C=1C=C2C(=NC1)OC([C@H](C2)O)(C)C (S)-6-(3-(4-bromophenyl)-1,2,4-oxadiazol-5-yl)-2,2-dimethyl-3,4-dihydro-2H-pyrano[2,3-b]pyridin-3-ol